NCCC=1C=C(C=C(C1)F)NC=1C(=NC(=C(N1)C1CC1)CC)C(=O)N 3-((3-(2-aminoethyl)-5-fluorophenyl)amino)-5-cyclopropyl-6-ethylpyrazine-2-carboxamide